CN1C(C(=CC2=CC=CC=C12)C(=O)NC1=NC=CC(=C1)C)=O 1-Methyl-N-(4-methyl-2-pyridyl)-2-oxo-quinoline-3-carboxamide